CN(CCC(=O)OCCCN(CCCCCCC(C(=O)O)(CCCCCCCC)CCCCCC)CCCCCCC(C(=O)O)(CCCCCCCC)CCCCCC)C1=CC=NC=C1.COCCN(C(CC)=O)CCCCCCCC1=NC=CC=C1 N-(2-methoxyethyl)-N-[7-(pyridin-2-yl)heptyl]propanamide ((3-((3-(methyl(pyridin-4-yl)amino) propanoyl)oxy)propyl)azanediyl)bis(hexane-6,1-diyl)bis(2-hexyldecanoate)